3a-hydroxy-1-(4-nitrophenyl)-1H,2H,3H,3aH,4H-pyrrolo[2,3-b]1,7-naphthyridin-4-one OC12C(=NC3=CN=CC=C3C1=O)N(CC2)C2=CC=C(C=C2)[N+](=O)[O-]